(4-cyanophenyl)pyridin C(#N)C1=CC=C(C=C1)C1=NC=CC=C1